6-bromo-2,5-dimethyl-4,5-dihydro-2H-pyrazolo[4,3-c]Quinolone BrC1=CC=CC=2C3=C(CN(C12)C)C(N(N3)C)=O